Cl.NC1=C2CN(C(C2=CC=C1)=O)C1C(N(C(CC1)=O)CCCCC)=O 3-(4-amino-1-oxoisoindolin-2-yl)-1-pentylpiperidine-2,6-dione hydrochloride